3'-(6-(4-chlorophenyl)-2-phenylpyrimidin-4-yl)-[1,1'-biphenyl]-4-carbonitrile ClC1=CC=C(C=C1)C1=CC(=NC(=N1)C1=CC=CC=C1)C=1C=C(C=CC1)C1=CC=C(C=C1)C#N